(2,6-difluoro-3,5-dimethoxybenzyl)-N-(4-(4-ethylpiperazin-1-yl)-2-nitrophenyl)-1H-pyrrolo[3,2-b]pyridin-5-amine FC1=C(CN2C=CC3=NC(=CC=C32)NC3=C(C=C(C=C3)N3CCN(CC3)CC)[N+](=O)[O-])C(=C(C=C1OC)OC)F